2-[4-[(E)-3-[4-(5,6-Dihydro-4H-1,3-thiazin-2-ylamino)phenyl]-3-oxoprop-1-enyl]phenoxy]acetic acid S1C(=NCCC1)NC1=CC=C(C=C1)C(/C=C/C1=CC=C(OCC(=O)O)C=C1)=O